(4-bromo-3-methyl-3,5,6,7-tetrahydro-2H-indeno[5,6-b]furan-8-yl)carbamic acid tert-butyl ester C(C)(C)(C)OC(NC1=C2CCCC2=C(C2=C1OCC2C)Br)=O